N1=C(C=CC=C1)SSCCO 2-(pyridin-2-yl-disulfanyl)ethanol